NCCOC[Sn](CCCC)(CCCC)CCCC [(2-aminoethoxy)methyl]tributyl-stannane